Palladium(II) nitrate dihydrate O.O.[N+](=O)([O-])[O-].[Pd+2].[N+](=O)([O-])[O-]